C(C)(C)(C)OC(=O)N1CC=2C=C(C=NC2CC1)C=1C(=NN(C1)C)C.N1=CC=CC(=C1)C1N(C)CCC1 nicotine Tert-butyl-3-(1,3-dimethylpyrazol-4-yl)-7,8-dihydro-5H-1,6-naphthyridine-6-carboxylate